BrC=1C(=CC2=C(C1)C=1N(N=C(C1O2)C(=O)O)C2=CSC=C2)OC 7-bromo-6-methoxy-1-(3-thienyl)benzofuro[3,2-c]pyrazole-3-carboxylic acid